1-(5-((1-(cyclohexylmethyl)azepan-4-yl)methyl)pyrazolo[1,5-a]pyridin-3-yl)dihydropyrimidine-2,4(1H,3H)-dione C1(CCCCC1)CN1CCC(CCC1)CC1=CC=2N(C=C1)N=CC2N2C(NC(CC2)=O)=O